C1(=CC=CC=C1)[Si](OCC)(OCC)OCC Phenyltriethoxy-silan